Cl.COC=1C=C2C(NN=C(C2=CC1OC)CC1=CC=C(C=C1)S(=O)(=O)NC)=O (4-((6,7-dimethoxy-4-oxo-3,4-dihydro-phthalazin-1-yl)methyl)phenyl)-N-methylsulfonamide hydrochloride